Harmine-methanesulfonic acid C1(CCS(=O)(=O)O)=NC=CC=2C3=CC=C(OC)C=C3NC12